FC=1C=C2[C@H]3CCCN3C=3C=CN4N=CC(C(NCC(COC2=NC1)O)=O)=C4N3 (6R)-9-fluoro-15-hydroxy-13-oxa-2,11,17,21,22,25-hexaazapentacyclo[17.5.2.02,6.07,12.022,26]hexacosa-1(25),7,9,11,19(26),20,23-heptaen-18-one